N-(2-chloropyridine-3-yl)maleimide ClC1=NC=CC=C1N1C(C=CC1=O)=O